C1CCN[C@H](C1)C(=O)[O-] The molecule is the D-enantiomer of pipecolate. It has a role as a human metabolite. It is a conjugate acid of a D-pipecolic acid. It is an enantiomer of a L-pipecolate.